6-chloro-N-(4-fluoro-5-(4-((3-morpholinopropyl)carbamoyl)-1H-1,2,3-triazol-1-yl)-2-((3S,5R)-3,4,5-trimethylpiperazin-1-yl)phenyl)-4-(trifluoromethyl)nicotinamide ClC1=NC=C(C(=O)NC2=C(C=C(C(=C2)N2N=NC(=C2)C(NCCCN2CCOCC2)=O)F)N2C[C@@H](N([C@@H](C2)C)C)C)C(=C1)C(F)(F)F